Bis(2,4-dimethylphenyl)-1,3,5-triazine CC1=C(C=CC(=C1)C)C1=NC(=NC=N1)C1=C(C=C(C=C1)C)C